6-chloro-3-[[(1R)-1-[3,6-dimethyl-2-(1-methylpyrazol-4-yl)-4-oxo-chromen-8-yl]ethyl]amino]pyridine-2-sulfonamide trifluoroacetate FC(C(=O)O)(F)F.ClC1=CC=C(C(=N1)S(=O)(=O)N)N[C@H](C)C=1C=C(C=C2C(C(=C(OC12)C=1C=NN(C1)C)C)=O)C